N-(2,4-Dibromo-5-methoxyphenyl)-2-methoxyacetamide BrC1=C(C=C(C(=C1)Br)OC)NC(COC)=O